NC1=C(C=O)C=CC=N1 2-aminonicotinaldehyde